Gentisate C(C=1C(O)=CC=C(O)C1)(=O)[O-]